OC1=C(C=O)C(=CC=C1)OC[C@H]1N(CCOC1)C(C1=C(N=CC=C1)CC(C)(C)O)=O (S)-2-hydroxy-6-((4-(2-(2-hydroxy-2-methylpropyl)nicotinoyl)morpholin-3-yl)methoxy)benzaldehyde